3,5-dicarboxyphenyl-diethylphosphine oxide C(=O)(O)C=1C=C(C=C(C1)C(=O)O)P(CC)(CC)=O